ClC1=CC2=C(N=C(N=C2N2CCN(CC2)C(C=C)=O)OCC2OCCC2)C(=N1)OC1=C2C=NNC2=CC(=C1Cl)F 1-(4-{6-chloro-8-[(5-chloro-6-fluoro-1H-indazol-4-yl)oxy]-2-(tetrahydrofuran-2-ylmethoxy)pyrido[3,4-d]pyrimidin-4-yl}piperazin-1-yl)prop-2-en-1-one